CC=1C=C(C2=C(C=C(O2)CNC(=O)C=2C=NN3C2N=CC=C3)C1)C(=O)OC Methyl 5-methyl-2-((pyrazolo[1,5-a]pyrimidine-3-carboxamido)methyl)benzofuran-7-carboxylate